C(C1=CC=CC=C1)OC=1NC(C=CC1C=1C=NC=CC1)(OCC1=CC=CC=C1)N1CCC(CC1)C(=O)OC(C)(C)C tert-butyl 1-[2,6-bis(benzyloxy)-[3,3-bipyridin]-6-yl]piperidine-4-carboxylate